3-fluoro-4-methylpyridin-2-amine FC=1C(=NC=CC1C)N